BrN1CN(CC1(C)C)Br 1,3-dibromo-5,5-dimethylimidazoline